Cl.FC1(CCC(CC1)NN)F (4,4-difluoro-cyclohexyl)-hydrazine hydrochloride